(±)-1-(3-chlorophenyl)-trans-2,3-dimethylpiperazine ClC=1C=C(C=CC1)N1[C@H]([C@@H](NCC1)C)C |r|